3-(trifluoromethyl)-thiophenol FC(C=1C=C(C=CC1)S)(F)F